CC1=CN=C(S1)C=1C=C(C(=O)N[C@H](C)C=2C=NC(=NC2)C(F)(F)F)C=C(C1)OC[C@H]1CN(CCO1)C(C)C 3-(5-methyl-1,3-thiazol-2-yl)-5-{[(2R)-4-(propan-2-yl)morpholin-2-yl]methoxy}-N-{(1R)-1-[2-(trifluoromethyl)pyrimidin-5-yl]ethyl}benzamide